OC1=C(OC=CC1=O)\C=C\C1=CC=C(C=C1)Cl (E)-3-hydroxy-2-(4-chlorostyryl)-4H-pyran-4-one